CC1=NC(=CC=C1S(=O)(=O)N1[C@H]2CC(C[C@@H]1CC2)N2CC1(COC1)C2)C(F)(F)F 6-((1R,3r,5S)-8-((2-methyl-6-(trifluoromethyl)pyridin-3-yl)sulfonyl)-8-azabicyclo[3.2.1]octan-3-yl)-2-oxa-6-azaspiro[3.3]heptane